Lithium 4-oxo-4,5-dihydroimidazo[1,5-a]quinoxaline-8-carboxylate O=C1C=2N(C3=CC(=CC=C3N1)C(=O)[O-])C=NC2.[Li+]